CC1=NC=CN=C1 2-METHYL-PYRAZINE